FC=1C=C(C(=O)NC)C=CC1 3-fluoro-N-methyl-benzamide